COC(=O)C1=CC2=C(N=C(O2)C=2C=C(C=CC2)C2=C(C=C(C=C2)F)C2=NN=CN2C)C=C1.N1C=C(C(=C1)C(=O)OCC)C(=O)OCC diethyl 3,4-pyrroledicarboxylate Methyl-2-(4'-fluoro-2'-(4-methyl-4H-1,2,4-triazol-3-yl)-[1,1'-biphenyl]-3-yl)benzo[d]oxazole-6-carboxylate